S1C=C(C=C1)C(CCC)=O 1-(3-thienyl)-1-butanone